6-(tert-butyl)-8-fluoro-2,3-dimethylquinoline-4-acetic acid ethyl ester C(C)OC(CC1=C(C(=NC2=C(C=C(C=C12)C(C)(C)C)F)C)C)=O